methyl (1S,2S)-2-(((6-(5-amino-1-methyl-1H-1,2,3-triazol-4-yl)-2-methylpyridin-3-yl)oxy)methyl)cyclohexane-1-carboxylate NC1=C(N=NN1C)C1=CC=C(C(=N1)C)OC[C@@H]1[C@H](CCCC1)C(=O)OC